BrC1=C(C=C2C(=NC(=NC2=C1F)OCC12COC(C1)(C2)C)N2C1COCC2CN(C1)C(=O)OC(C)(C)C)C(F)(F)F tert-butyl 9-(7-bromo-8-fluoro-2-((1-methyl-2-oxabicyclo[2.1.1]hexan-4-yl) methoxy)-6-(trifluoromethyl) quinazolin-4-yl)-3-oxa-7,9-diazabicyclo[3.3.1]nonane-7-carboxylate